calcium aluminum carbonate salt C([O-])([O-])=O.[Al+3].[Ca+2]